4-[1,3,5,7-Tetraoxo-2,6-bis[4-(3-phenylprop-2-enoyl)phenyl]pyrrolo[3,4-f]isoindole-8-carbonyl]benzoic acid O=C1N(C(C=2C1=C(C=1C(N(C(C1C2)=O)C2=CC=C(C=C2)C(C=CC2=CC=CC=C2)=O)=O)C(=O)C2=CC=C(C(=O)O)C=C2)=O)C2=CC=C(C=C2)C(C=CC2=CC=CC=C2)=O